1-(2-hydroxy-2-methylpropyl)-3,5-dimethyl-1H-pyrazol OC(CN1N=C(C=C1C)C)(C)C